C(#N)C=1N=C2C(=NC1)C(=NC(=C2)N2C[C@H](CC2)CC(=O)O)N2[C@H](CC2)C 2-((R)-1-(2-cyano-5-((S)-2-methylazetidine-1-yl)pyridino[3,4-b]pyrazin-7-yl)pyrrolidin-3-yl)acetic acid